NCC=1C=C(OCCC2CCC(N(C2)C(=O)OC(C)(C)C)C)C=CC1C tert-butyl 5-(2-(3-(aminomethyl)-4-methylphenoxy)ethyl)-2-methylpiperidine-1-carboxylate